FC1=C(C=CC=C1)C1=CC(=CN1S(=O)(=O)C1=CC(=CC=C1)C=CCOC)CNC 1-(5-(2-fluorophenyl)-1-((3-(3-methoxyprop-1-en-1-yl)phenyl)sulfonyl)-1H-pyrrol-3-yl)-N-methyl-methylamine